COC1OC(CC1C#N)OC 2,5-dimethoxytetrahydrofuran-3-carbonitrile